4-amino-5-bromo-2-fluoro-N-methylnicotinamide NC1=C(C=NC(=C1C(=O)NC)F)Br